N-Methyl-pyrrolidin CN1CCCC1